6-((3-(2,3-dichlorophenyl)azetidin-3-yl)amino)-3,3-dimethylindolin-2-one ClC1=C(C=CC=C1Cl)C1(CNC1)NC1=CC=C2C(C(NC2=C1)=O)(C)C